C(C)(=O)N1CC(CCC1)C(=O)N(C)[C@H](C(F)(F)F)C1=CC=C(C=C1)NC=1C=NC=2N(C1[C@H](C)OC)N=C(N2)Cl 1-acetyl-N-[(1S)-1-[4-({2-chloro-7-[(1S)-1-methoxyethyl]-[1,2,4]triazolo[1,5-a]pyrimidin-6-yl}amino)phenyl]-2,2,2-trifluoroethyl]-N-methylpiperidine-3-carboxamide